ClC1=NC(=CC(=C1)C1(CN(CCO1)C(=O)OC(C)(C)C)C)B1OC(C(O1)(C)C)(C)C tert-butyl 2-(2-chloro-6-(4,4,5,5-tetramethyl-1,3,2-dioxaborolan-2-yl)pyridin-4-yl)-2-methylmorpholine-4-carboxylate